2,2'-Disulfanediylbis(ethane-1-ol) S(SCCO)CCO